5-[(dimethylamino)methylidene]-4-oxo-6-azaspiro-[2.5]octane-6-carboxylate CN(C)C=C1C(C2(CC2)CCN1C(=O)[O-])=O